4-tert-butoxy-6-cyclopropyl-2-(ethylsulfanyl)-7-[6-fluoro-5-methyl-2-(triphenylmethyl)-2H-indazol-4-yl]-8-[(1S)-1-(naphthalen-1-yl)ethoxy]quinazoline C(C)(C)(C)OC1=NC(=NC2=C(C(=C(C=C12)C1CC1)C=1C2=CN(N=C2C=C(C1C)F)C(C1=CC=CC=C1)(C1=CC=CC=C1)C1=CC=CC=C1)O[C@@H](C)C1=CC=CC2=CC=CC=C12)SCC